N[C@@H](C(=O)O)CCCCN (R)-2,6-Diaminohexanoic acid